C(C1=CC=CC=C1)N(C(OC(C)(C)C)=O)C=1C=2N(N=C(C1)O[C@@H]1CN(CCC1)C)C(=CN2)C2CC2 tert-butyl (S)-benzyl(3-cyclopropyl-6-((1-methylpiperidin-3-yl)oxy)imidazo[1,2-b]pyridazin-8-yl)carbamate